CC(CCCC(CCCCCCO)O)C 11-methyldodecane-1,7-diol